N1(CCC(CC1)C1CCNCC1)C=1C=CC(=NC1)C(=O)NC1C(NC(CC1)=O)=O 5-([4,4'-bipiperidin]-1-yl)-N-(2,6-dioxopiperidin-3-yl)pyridinecarboxamide